BrC=1C(=C2CCN(C2=CC1)C(=O)[O-])C 5-bromo-4-methylindoline-1-carboxylate